FC1=CC=C(C=C1)C(CC(O)C1=CC=CC=C1)=O 1-(4-fluorophenyl)-3-phenyl-3-hydroxy-1-propanone